C(C)(C)C=1C=NC(=NC1)N1CCC(CC1)C(C)OC1=NN2C(S1)=NC(=C2)C2=CC=C(C=C2)S(=O)(=O)C 2-(1-(1-(5-isopropylpyrimidin-2-yl)piperidin-4-yl)ethoxy)-6-(4-(methylsulfonyl)phenyl)imidazo[2,1-b][1,3,4]thiadiazol